COC1=C(C=NC2=CC=CC=C12)OB(O)O (4-methoxyquinolin-3-yl)boric acid